N-(5-(4-(tert-butyl)phenyl)-1-methyl-3-propyl-1H-pyrazolo[4,3-d]pyrimidin-7-yl)-5-nitrothiophene-2-carboxamide C(C)(C)(C)C1=CC=C(C=C1)C=1N=C(C2=C(N1)C(=NN2C)CCC)NC(=O)C=2SC(=CC2)[N+](=O)[O-]